COC([C@H](C1COC1)NC(=O)OCC1=CC=CC=C1)=O (S)-2-(benzyloxycarbonylamino)-2-(oxetan-3-yl)acetic acid methyl ester